5-(2-((2-(tert-butoxycarbonyl)-7-chloro-1,2,3,4-tetrahydroisoquinolin-6-yl)amino)-5-(trifluoromethyl)pyrimidin-4-yl)thiophene-3-carboxylic acid C(C)(C)(C)OC(=O)N1CC2=CC(=C(C=C2CC1)NC1=NC=C(C(=N1)C1=CC(=CS1)C(=O)O)C(F)(F)F)Cl